CN(C1CCCCC1)C Dimethyl-cyclohexylamin